ethyl-5-fluoro-3-(4-fluoro-2-formylphenyl)-1H-indole-2-carboxylate C(C)OC(=O)C=1NC2=CC=C(C=C2C1C1=C(C=C(C=C1)F)C=O)F